C(\C=C/CCC=CCC)=O (Z)-nonen-6-enal